COC1=NC=C(C=C1)C=1C=NN(C1)C 2-Methoxy-5-(1-methyl-1H-pyrazol-4-yl)pyridine